(1S,3R,4S)-N-((S)-1-cyano-2-((R)-2-oxopyrrolidin-3-yl)ethyl)-2-((R)-3-cyclobutyl-2-(2,2,2-trifluoroacetamido)propanoyl)-5,5-difluoro-2-azabicyclo[2.2.2]octane-3-carboxamide C(#N)[C@H](C[C@@H]1C(NCC1)=O)NC(=O)[C@@H]1N([C@@H]2CC([C@H]1CC2)(F)F)C([C@@H](CC2CCC2)NC(C(F)(F)F)=O)=O